(2-methylbenzimidazole-1-yl)acetonitrile CC1=NC2=C(N1CC#N)C=CC=C2